C(C)(C)(C)N1C=C(C=2C1=NC(=CC2)C(=O)N2CCC(CC2)CN2N=CC(=C2)C(=O)O)C2=CC(=C(C=C2)Cl)F 1-((1-(1-(tert-butyl)-3-(4-chloro-3-fluorophenyl)-1H-pyrrolo[2,3-b]pyridine-6-carbonyl)piperidin-4-yl)methyl)-1H-pyrazole-4-carboxylic acid